3-[2-(benzenesulfonamido)-2-[6-(2-hydroxyethoxy)-1,3-benzothiazol-2-yl]ethyl]benzamidine C1(=CC=CC=C1)S(=O)(=O)NC(CC=1C=C(C(=N)N)C=CC1)C=1SC2=C(N1)C=CC(=C2)OCCO